CN1C=C(C(C2=CC(=CN=C12)B1OC(C(O1)(C)C)(C)C)=O)C(=O)OC(C)(C)C tert-butyl 1-methyl-4-oxo-6-(4,4,5,5-tetramethyl-1,3,2-dioxaborolan-2-yl)-1,4-dihydro-1,8-naphthyridine-3-carboxylate